Cl.Cl.CC=1C(=NC=C(C1)CC1CCNCC1)C(F)(F)F 3-methyl-5-(piperidin-4-ylmethyl)-2-(trifluoromethyl)pyridine dihydrochloride